C1C[C@H](NC1)C(=O)[O-] The molecule is an optically active form of prolinate having L-configuration. It has a role as a human metabolite. It is a prolinate and a L-alpha-amino acid anion. It is a conjugate base of a L-proline. It is an enantiomer of a D-prolinate.